((2R,3R,4R,5R)-4-fluoro-3-hydroxy-5-(2-isobutyramido-6-(methylamino)-9H-purin-9-yl)-4-methyltetrahydrofuran-2-yl)methyl 2-cyclohexylacetate C1(CCCCC1)CC(=O)OC[C@H]1O[C@H]([C@]([C@@H]1O)(C)F)N1C2=NC(=NC(=C2N=C1)NC)NC(C(C)C)=O